FC(C(C=CC)C)(F)F 4-(trifluoromethyl)-2-pentene